C(C)C1=C(C=CC(=C1)F)N1CN(C(C2=C1C=C(N=C2)C(F)(F)F)=O)C2=C(NC(C=C2)=O)C 1-(2-Ethyl-4-fluorophenyl)-3-(2-methyl-6-oxo-1,6-dihydropyridin-3-yl)-7-(trifluoromethyl)-2,3-dihydropyrido[4,3-d]pyrimidin-4(1H)-one